7-[4-(cyclopropylamino)-5-(trifluoromethyl)pyrimidin-2-yl]-6-fluoro-3-[(4S)-4-[[6-oxo-5-(trifluoromethyl)-1H-pyridazin-4-yl]amino]pentyl]quinazolin-4-one C1(CC1)NC1=NC(=NC=C1C(F)(F)F)C1=C(C=C2C(N(C=NC2=C1)CCC[C@H](C)NC=1C=NNC(C1C(F)(F)F)=O)=O)F